IC1=C(C=C(C(=O)OC)C=C1)C methyl 4-iodo-3-methyl-benzoate